NC=1C2=C(N=CN1)N(C(=C2C=2C=NC(=CC2)N(C)C(=O)OC(C)(C)C)C2=CCC1(CCN(CC1)C(=O)OC(C)(C)C)CC2)C tert-butyl 9-(4-amino-5-(6-((tert-butoxycarbonyl)(methyl)amino)-pyridin-3-yl)-7-methyl-7H-pyrrolo[2,3-d]pyrimidin-6-yl)-3-azaspiro[5.5]undec-8-ene-3-carboxylate